FC=1C=C(C=C(C1C=1C=C2C(=CN1)NN=C2C=2C=NN(C2)C)F)C2CC(C2)NC(C)C 3-(3,5-Difluoro-4-(3-(1-methyl-1H-pyrazol-4-yl)-1H-pyrazolo[3,4-c]pyridin-5-yl)phenyl)-N-isopropylcyclobutanamine